7-bromo-8-methoxy-5-phenyl-4,5-dihydro-2H-spiro[benzo[f][1,2,5]thiadiazepine-3,2'-bicyclo[2.2.1]heptane] 1,1-dioxide BrC=1C(=CC2=C(N(CC3(C4CCC(C3)C4)NS2(=O)=O)C2=CC=CC=C2)C1)OC